C(CCC)C(COC1(N(CCC(C1)C(=O)OCCC=1SC=CC1)C)C(CCCCCCCCC=O)CCCCCCCCC)CCCCCC 2-(2-thienyl)ethanol 1-((2-butyloctyl)oxy)-1-oxononadec-10-yl-1-methylpiperidine-4-carboxylate